4-(2-fluoro-6-hydroxy-3-methoxybenzoyl)-N-{2-[(pyridin-4-yl)formamido]ethyl}benzamide FC1=C(C(=O)C2=CC=C(C(=O)NCCNC(=O)C3=CC=NC=C3)C=C2)C(=CC=C1OC)O